α,α-dideutero-5-Methoxydimethyltryptamine [2H]C(N(C)C)(CC1=CNC2=CC=C(C=C12)OC)[2H]